6-bromo-2-methylimidazo[1,2-a]pyridine-8-carbonitrile BrC=1C=C(C=2N(C1)C=C(N2)C)C#N